NC1=C(C=C(C(=C1C)C1=NN2C(N=C(C=C2C2CC2)C(=O)N2[C@@H](C3=CC=CC=C3CC2)C)=C1)F)N1C[C@H](CC1)C(=O)OC Methyl (3S)-1-(2-amino-4-{7-cyclopropyl-5-[(1R)-1-methyl-1,2,3,4-tetrahydro-isoquinoline-2-carbonyl]pyrazolo[1,5-a]pyrimidin-2-yl}-5-fluoro-3-methylphenyl)-pyrrolidine-3-carboxylate